1H-imidazole chloride [Cl-].N1C=NC=C1